ClCC=1C=NC=C(C1CCl)F 3,4-bis(chloromethyl)-5-fluoropyridine